(±)-(3S*,4R*)-4-amino-3-methyltetrahydrofuran-3-ol hydrochloride Cl.N[C@H]1[C@@](COC1)(O)C |r|